(E)-N-((2E,4E)-5-(phenylamino)penta-2,4-dienylidene)aniline hydrochloride Cl.C1(=CC=CC=C1)N/C=C/C=C/C=N/C1=CC=CC=C1